C(C)OC(=O)C=1N=C(N(C1)COCC[Si](C)(C)C)Br 2-bromo-1-((2-(trimethylsilyl)ethoxy)methyl)-1H-imidazole-4-carboxylic acid ethyl ester